dihydroxy-5-formyl-benzophenone OC=1C(=C(C(=O)C2=CC=CC=C2)C=C(C1)C=O)O